6-(4-Amino-3-cyano-phenyl)-N-[(2-methyl-3-pyridyl)methyl]pyridine-3-carboxamide NC1=C(C=C(C=C1)C1=CC=C(C=N1)C(=O)NCC=1C(=NC=CC1)C)C#N